C(C)OC(\C=C\C=1C(=NC(=NC1)OC)N)=O (E)-3-(4-amino-2-methoxy-pyrimidin-5-yl)prop-2-enoic acid ethyl ester